2-[(2,2-dimethylazetidine-1-carbonyl)amino]-4-[2-isopropoxyethyl-[4-(5,6,7,8-tetrahydro-1,8-naphthyridin-2-yl)butyl]amino]butanoic acid CC1(N(CC1)C(=O)NC(C(=O)O)CCN(CCCCC1=NC=2NCCCC2C=C1)CCOC(C)C)C